C(#N)C=1C(=CC(=NC1N1[C@H](CC1)C)N1CC2(CN(C2)C(=O)OC(C)(C)C)C1)C(F)(F)F tert-butyl (S)-6-(5-cyano-6-(2-methylazetidin-1-yl)-4-(Trifluoromethyl)pyridin-2-yl)-2,6-diazaspiro[3.3]heptane-2-carboxylate